OCC1(CC(C1)N1N=NC(=C1)C(=O)NCC=1SC(=NN1)C1=CC=CC=C1)CO 1-(3,3-bis(hydroxymethyl)cyclobutyl)-N-((5-phenyl-1,3,4-thiadiazol-2-yl)methyl)-1H-1,2,3-triazole-4-carboxamide